1,1-dicyano-2-(4-(1,1'-biphenyl)yl)cyclopropane C(#N)C1(C(C1)C1=CC=C(C=C1)C1=CC=CC=C1)C#N